C1(=CC=CC=C1)S(=O)(=O)\C=C/1\CN(CCC1)C(=O)OC(C)(C)C tert-butyl (E)-3-((phenylsulfonyl)methylene)piperidine-1-carboxylate